(((2S,4R)-4-fluoro-1-methylpyrrolidin-2-yl)methoxy)-4-((1R,5R)-2-(2-fluoroacryloyl)-2,6-diazabicyclo[3.2.0]hept-6-yl)-1,6-naphthyridine-3-acetonitrile F[C@@H]1C[C@H](N(C1)C)COC1=NC2=CC=NC=C2C(=C1CC#N)N1[C@@H]2CCN([C@@H]2C1)C(C(=C)F)=O